3-isopropylbipyridine C(C)(C)C=1C(=NC=CC1)C1=NC=CC=C1